4-((2s,5r)-2,5-diethyl-4-(1-(6-methylpyridin-3-yl)ethyl)piperazin-1-yl)-1-methyl-2-oxo-1,2-dihydropyrido[3,2-d]Pyrimidine-6-carbonitrile C(C)[C@@H]1N(C[C@H](N(C1)C(C)C=1C=NC(=CC1)C)CC)C=1C2=C(N(C(N1)=O)C)C=CC(=N2)C#N